ClC=1C=C(N)C=C(C1C(F)(F)F)C1=C(C=2N=C(N=C(C2C=N1)N1[C@H](COCC1)CC)OC[C@]12CCCN2C[C@@H](C1)F)F 3-chloro-5-(4-((S)-3-ethylmorpholino)-8-fluoro-2-(((2R,7aS)-2-fluorotetrahydro-1H-pyrrolizin-7a(5H)-yl)methoxy)pyrido[4,3-d]pyrimidin-7-yl)-4-(trifluoromethyl)aniline